2,2-bis(mercaptodimercaptomethylthio)ethyl-1,3-dithiane SC(SC(CC1SCCCS1)SC(S)(S)S)(S)S